tert-butyl ((1s,3s)-3-(4-(2-(4-((2-chloro-5-fluoropyrimidin-4-yl)methoxy)phenyl)propane-2-yl)phenoxy)cyclobutyl)carbamate ClC1=NC=C(C(=N1)COC1=CC=C(C=C1)C(C)(C)C1=CC=C(OC2CC(C2)NC(OC(C)(C)C)=O)C=C1)F